COC(N[C@H](C(=O)NC=1C(N(C(=CC1)C)CC1=CC=2C(=C(N=CC2F)CC(C)C)N1)=O)CC\C=C\C(=O)N(C)C)=O Methyl-(S,E)-(7-(dimethylamino)-1-((1-((4-fluoro-7-isobutyl-1H-pyrrolo[2,3-c]pyridin-2-yl)methyl)-6-methyl-2-oxo-1,2-dihydropyridin-3-yl)amino)-1,7-dioxohept-5-en-2-yl)carbamat